tert-butyl(((1r,4r)-4-((4-(3-((2-(2,6-dioxopiperidin-3-yl)-1-oxoisoindolin-5-yl)methyl)ureido)phenoxy)methyl)cyclohexyl)methyl)carbamate C(C)(C)(C)OC(NCC1CCC(CC1)COC1=CC=C(C=C1)NC(=O)NCC=1C=C2CN(C(C2=CC1)=O)C1C(NC(CC1)=O)=O)=O